[(1S,2S)-2-(2,4-dimethylphenyl)-1,3-di-methyl-butyl] (2S)-2-[(3-hydroxy-4-methoxy-pyridine-2-carbonyl)amino]propanoate OC=1C(=NC=CC1OC)C(=O)N[C@H](C(=O)O[C@H]([C@@H](C(C)C)C1=C(C=C(C=C1)C)C)C)C